FC(C(=O)O)(F)F.ClC1=C(C=CC(=C1)NC=1C=2N(C=CN1)C(=CN2)C2=C(C(=C(C=C2)OC(F)F)F)F)C(=O)N2CCNCC2 (2-chloro-4-((3-(4-(difluoromethoxy)-2,3-difluorophenyl)imidazo[1,2-a]pyrazin-8-yl)amino)phenyl)(piperazin-1-yl)methanone 2,2,2-trifluoroacetate